(2S)-2-[[(2S,5R)-2-(acetamidomethyl)-3-methyl-7-oxo-1,6-diazabicyclo[3.2.1]oct-3-en-6-yl] oxy]-2-fluoroacetate C(C)(=O)NC[C@H]1N2C(N([C@H](C=C1C)C2)O[C@H](C(=O)[O-])F)=O